C(C)(C)(C)OC(=O)N1C(=CC2=CC=CC=C12)C1N(CC(=CC1)C(=O)OCC)S(=O)(=O)C1=CC=C(C=C1)[N+](=O)[O-] 2-(5-(Ethoxycarbonyl)-1-((4-nitrophenyl)sulfonyl)-1,2,3,6-tetrahydropyridin-2-yl)-1H-indole-1-carboxylic acid tert-butyl ester